3-bromo-N-[1-(5-iodo-2-pyrimidin-2-yl-1,2,4-triazol-3-yl)ethyl]-5-(trifluoromethoxy)benzamide BrC=1C=C(C(=O)NC(C)C=2N(N=C(N2)I)C2=NC=CC=N2)C=C(C1)OC(F)(F)F